t-butyl (2-(3,5-dichloro-4-((5-(dimethylamino)-6-oxo-1,6-dihydropyridin-3-yl)oxy)phenyl)-3,5-dioxo-2,3,4,5-tetrahydro-1,2,4-triazin-6-yl)carbamate ClC=1C=C(C=C(C1OC1=CNC(C(=C1)N(C)C)=O)Cl)N1N=C(C(NC1=O)=O)NC(OC(C)(C)C)=O